morpholino-5-(piperazin-1-yl)pyridin O1CCN(CC1)C1=NC=C(C=C1)N1CCNCC1